O1C(=CC=C1)C=1C=NC(=NC1)CNC(OC(C)(C)C)=O tert-butyl ((5-(furan-2-yl)pyrimidin-2-yl)methyl)carbamate